ClC1=C(C=CC=C1C1=CC=C(C(=N1)OC)CN(C(OC(C)(C)C)=O)C[C@H]1NC(CC1)=O)C1=C(C(=CC=C1)B1OC(C(O1)(C)C)(C)C)Cl tert-butyl (S)-((6-(2,2'-dichloro-3'-(4,4,5,5-tetramethyl-1,3,2-dioxaborolan-2-yl)-[1,1'-biphenyl]-3-yl)-2-methoxypyridin-3-yl)methyl)((5-oxopyrrolidin-2-yl)methyl)carbamate